C1=NC(=C2C(=N1)N(C=N2)[C@H]3[C@@H]([C@@H]([C@H](O3)COP(=O)([O-])[O-])O)O)N.[Na+].[Na+] adenylic acid disodium salt